C1(CC1)C1=NN(C(=C1C(F)(F)F)C(=O)NC1=CC(=CC=C1)SC)CC1(CC(C1)(F)F)C 3-cyclopropyl-1-[(3,3-difluoro-1-methylcyclobutyl)methyl]-N-[3-(methylsulfanyl)phenyl]-4-(trifluoromethyl)-1H-pyrazole-5-carboxamide